ClC1=C(C(=C(C=C1)B(O)O)F)OCCC 4-CHLORO-2-FLUORO-3-PROPOXYPHENYLBORONIC ACID